(Z)-4-methoxy-styrene COC1=CC=C(C=C)C=C1